N1=C(C=CC=C1COC=1C(=CC2=C(N=C[C@H]3N(C2=O)CC=C(C3)C3=CC=C(C=C3)S(=O)(=O)NC)C1)OC)COC=1C(=CC3=C(N=C[C@H]2N(C3=O)CC=C(C2)C2=CC=C(C=C2)S(=O)(=O)NC)C1)OC 4,4'-((6aS,6a'S)-((Pyridine-2,6-diylbis(methylene))bis(oxy))bis(2-methoxy-12-oxo-6a,7,10,12-tetrahydrobenzo[e]pyrido[1,2-a][1,4]diazepine-3,8-diyl))bis(N-methylbenzenesulfonamide)